tert-butyl (2S)-2-(methylamino)propanoate hydrochloride Cl.CN[C@H](C(=O)OC(C)(C)C)C